2-[1-[2-(3-Cyclopropyl-6,8-dihydro-5H-[1,2,4]triazolo[4,3-a]pyrazin-7-yl)-6-methyl-4-oxo-chromen-8-yl]ethylamino]benzoic acid C1(CC1)C1=NN=C2N1CCN(C2)C=2OC1=C(C=C(C=C1C(C2)=O)C)C(C)NC2=C(C(=O)O)C=CC=C2